(cis)-3-((4-(2-bromoethoxy)-2-nitro-6-(trifluoromethyl)phenyl)amino)-1-methylcyclobutan-1-ol BrCCOC1=CC(=C(C(=C1)C(F)(F)F)NC1CC(C1)(O)C)[N+](=O)[O-]